(S)-N-(3-methyl-1-(8-((3-methyl-4-((1-methyl-1H-benzo[d][1,2,3]triazol-5-yl)oxy)phenyl)amino)pyrimido[5,4-d]pyrimidin-2-yl)pyrrolidin-3-yl)acrylamide C[C@]1(CN(CC1)C=1N=CC2=C(N1)C(=NC=N2)NC2=CC(=C(C=C2)OC2=CC1=C(N(N=N1)C)C=C2)C)NC(C=C)=O